C(C)OC(=O)C=1CCN(CC1NCC1=CC=C(C=C1)OC)CC1=CC=CC=C1 1-benzyl-5-((4-methoxybenzyl)amino)-1,2,3,6-tetrahydropyridine-4-carboxylic acid ethyl ester